ClC=1C(=CC(=C(C(=O)Cl)C1)C1CCOC2=CC(=CC=C12)F)C(F)(F)F 5-chloro-2-(7-fluorochroman-4-yl)-4-(trifluoromethyl)benzoyl chloride